NC(C(=O)N)CC(=O)O alpha-aminosuccinic acid monoamide